2-[(2,2,3,3,3-pentafluoropropoxy)methyl] ethylene oxide FC(COCC1CO1)(C(F)(F)F)F